ClC1=C(C(=O)NCCCNC(=O)[C@H]2NC[C@@H](C2)O)C=CC(=C1)NC=1C=2N(C=CN1)C(=CN2)C=2C(=NNC2)C(F)(F)F (2S,4R)-N-[3-[[2-chloro-4-[[3-[3-(trifluoromethyl)-1H-pyrazol-4-yl]imidazo[1,2-a]pyrazin-8-yl]amino]benzoyl]amino]propyl]-4-hydroxypyrrolidine-2-carboxamide